4-epoxycyclohexylmethyl-3,4-epoxycyclohexyl-carboxylate C12(C(CCCC1)O2)CC21C(CC(CC2)C(=O)[O-])O1